C(=O)(O)CN(CCN1CCN(CCN(CCN(CC1)CC(=O)O)CC(=O)O)CC(=O)O)CC(=O)O 7-[2-(bis-carboxymethylamino)-ethyl]-4,10-bis-carboxymethyl-1,4,7,10-tetraaza-cyclododec-1-yl-acetic acid